tert-butyl N-[(1S,3R)-3-[[3-[N'-[4-[tert-butyl(dimethyl)silyl]oxy-2-ethyl-phenyl]carbamimidoyl]-6-(cyclohexen-1-yl)pyrrolo[1,2-b]pyridazin-4-yl]amino]cyclopentyl]carbamate [Si](C)(C)(C(C)(C)C)OC1=CC(=C(C=C1)N=C(N)C1=C(C=2N(N=C1)C=C(C2)C2=CCCCC2)N[C@H]2C[C@H](CC2)NC(OC(C)(C)C)=O)CC